C(C(C)C)OC1=CC=C(CNC(N(CC2=CC=C(C=C2)C(F)(F)F)CC2CN(C2)C)=O)C=C1 3-(4-isobutoxybenzyl)-1-((1-methylazetidin-3-yl)methyl)-1-(4-(trifluoromethyl)benzyl)urea